1-bromo-3,5-dimethylimidazo[1,5-a]pyrazin-8-amine BrC=1N=C(N2C1C(=NC=C2C)N)C